C(CC)(=O)OCC(CBr)(CBr)COC(C)=O 3-bromo-2-{[acetyloxy]methyl}-2-(bromomethyl)propyl propionate